O=C1NC(CCC1N1C(C2=CC=C(C=C2C1=O)N1CCC(CC1)OCC(=O)OC(C)(C)C)O)=O tert-butyl 2-({1-[2-(2,6-dioxopiperidin-3-yl)-1-hydroxy-3-oxo-1H-isoindol-5-yl]piperidin-4-yl}oxy)acetate